2-iodo-1H-benzo[f]chromen-1-one IC1=COC=2C=CC3=C(C2C1=O)C=CC=C3